NC(C(=O)O)C(C)C1=CC=CC=C1 Amino-3-phenylbutanoic acid